FC=1C(=C(C=CC1F)[C@@H]1[C@@H](O[C@](C1)(CC(F)(F)F)C)C(=O)NC1=CC(=NC=C1)C(=O)N)OC (2R,3R,5R)-4-[[3-(3,4-Difluoro-2-methoxy-phenyl)-5-methyl-5-(2,2,2-trifluoroethyl)tetrahydrofuran-2-carbonyl]amino]pyridin-2-carboxamid